fluoro-octadecylamine FNCCCCCCCCCCCCCCCCCC